ClCCCCCCOCCOCCOCCOCCOCCNC(CCC(=O)N1CCC(CC1)C1=NNC=2C=CC=C(C12)C1=C(C=C2C=NN(C2=C1)C)F)=O 3-(1-(26-chloro-4-oxo-8,11,14,17,20-pentaoxa-5-azahexacosanoyl)piperidin-4-yl)-5'-fluoro-1'-methyl-1H,1'H-[4,6'-biindazol]